ClC1=C(C(=NC=C1)C(C)N(S(=O)C(C)(C)C)CC)F N-(1-(4-chloro-3-fluoropyridin-2-yl)ethyl)-N-ethyl-2-methylpropan-2-sulfinamide